BrC1=C(C=CC(=N1)C(=O)OC)F Methyl 6-bromo-5-fluoropyridinecarboxylate